BrC1=CC2=C(C(=N1)NC=1C=CC(=C(C(=O)NC3(CC3)C(F)F)C1)C)N(C=N2)C(C)C 5-((6-bromo-3-isopropyl-3H-imidazo[4,5-c]pyridin-4-yl)amino)-N-(1-(difluoromethyl)cyclopropyl)-2-methylbenzamide